C(=O)O.C(#N)C1=CC(=C(C=C1)C(CC(=O)O)C=1C=C2C(CCC2=CC1)N1CC(OC2=C(C1)C=CC=N2)(C)C)C 3-(4-Cyano-2-methylphenyl)-3-(3-(2,2-dimethyl-2,3-dihydropyrido[3,2-f][1,4]oxazepin-4(5H)-yl)-2,3-dihydro-1H-inden-5-yl)propanoic acid, formic acid salt